ClC=1C(=C(C=NC1)B(O)O)OC 5-CHLORO-4-METHOXYPYRIDINE-3-BORONIC ACID